CC1(CC2(OCCO2)CCC1NC=1C=C2C(=CN1)OC(=C2)C(=O)N)C 5-({7,7-dimethyl-1,4-dioxaspiro[4.5]decan-8-yl}amino)furo[2,3-c]pyridine-2-carboxamide